Butyl 4-methyl-1,4-diazepane-1-carboxylate CN1CCN(CCC1)C(=O)OCCCC